benzenesulfonamide citrate C(CC(O)(C(=O)O)CC(=O)O)(=O)O.C1(=CC=CC=C1)S(=O)(=O)N